O=C1NC(CCC1C1=CC=C(C=N1)N1CCN(CC1)C(=O)OC(C)(C)C)=O tert-butyl 4-(6-(2,6-dioxopiperidin-3-yl)pyridin-3-yl)piperazine-1-carboxylate